6-chloro-1-methyl-4-[4-methyl-4-(6-methyl-1,3-benzooxazol-2-yl)piperidin-1-yl]-2-oxo-1,2-dihydroquinoline-3-carbonitrile ClC=1C=C2C(=C(C(N(C2=CC1)C)=O)C#N)N1CCC(CC1)(C=1OC2=C(N1)C=CC(=C2)C)C